2,4,4,7-Tetramethyl-oct-6-en-3-one CC(C)C(C(CC=C(C)C)(C)C)=O